2-butyl-4-chloro-1-((5'-(3,3-dimethylindolin-1-yl)-2'-(5-oxo-4,5-dihydro-1,2,4-oxadiazol-3-yl)-[1,1'-biphenyl]-4-yl)methyl)-1H-imidazole-5-carboxylic Acid C(CCC)C=1N(C(=C(N1)Cl)C(=O)O)CC1=CC=C(C=C1)C1=C(C=CC(=C1)N1CC(C2=CC=CC=C12)(C)C)C1=NOC(N1)=O